Dimethylsilanediyl-(2-methylindenyl)(t-butylamide) titanium dichloride [Cl-].[Cl-].[Ti+3].C[Si](=CC(C)(C)[N-]C1C(=CC2=CC=CC=C12)C)C